N[C@@H](C)C(=O)[O-].[Sc+3].N[C@@H](C)C(=O)[O-].N[C@@H](C)C(=O)[O-] scandium alaninate